COC=1C=C(C=CC1)/C=C(/C(=O)C1=CC=CC=C1)\C[N+](=O)[O-] (E)-3-(3-methoxyphenyl)-2-nitromethyl-1-phenylpropan-2-en-1-one